1-ethyl-3-methylpiperidinium C(C)[NH+]1CC(CCC1)C